sodium 8-(4-methyl-3-(3-nitrobenzamido)benzamido)naphthalene-1,3,5-trisulfonate CC1=C(C=C(C(=O)NC2=CC=C(C=3C=C(C=C(C23)S(=O)(=O)[O-])S(=O)(=O)[O-])S(=O)(=O)[O-])C=C1)NC(C1=CC(=CC=C1)[N+](=O)[O-])=O.[Na+].[Na+].[Na+]